N1=CC=C(C=C1)C=1C=CC=C2[C@H](CCOC12)CNC(OC(C)(C)C)=O tert-butyl (S)-((8-(pyridin-4-yl)chroman-4-yl)methyl)carbamate